6-chloro-N-(methyl-d3)-5-(piperazin-1-yl)pyridineamide ClC1=C(C=CC(=N1)C(=O)NC([2H])([2H])[2H])N1CCNCC1